[Br-].C(#N)C1=CC=C(CCN2C(C=CC=C2)C)C=C1 1-p-cyanophenethyl-2-methylpyridine bromide